(4aR,9bR)-2-benzyl-6-bromo-2,3,4,4a,5,9b-hexahydro-1H-pyrido[4,3-b]indole C(C1=CC=CC=C1)N1C[C@@H]2[C@H](NC=3C(=CC=CC23)Br)CC1